C(C1=CC=CC=C1)N1CCC(CC1)(C1=NC=C(C=C1)Cl)NS(=O)(=O)C=1C=NC(=CC1)OC(C)C N-(1-benzyl-4-(5-chloropyridin-2-yl)piperidin-4-yl)-6-isopropoxypyridine-3-sulfonamide